7-bromo-2,4-dimethyl-3-oxo-3,4-dihydroquinoxaline-6-carboxylic acid ethyl ester C(C)OC(=O)C=1C=C2N(C(C(=NC2=CC1Br)C)=O)C